Neopentyl-(7-fluoro-6-(8-methyl-2,3-dihydro-1H-pyrido[2,3-b][1,4]oxazin-7-yl)isochinolin-3-yl)carbamat C(C(C)(C)C)OC(NC=1N=CC2=CC(=C(C=C2C1)C1=C(C2=C(OCCN2)N=C1)C)F)=O